5-(8-((1S,2S)-2-(4-fluorophenyl)cyclopropyl)imidazo[1,2-b]pyridazin-6-yl)pyrimidine-2,4(1H,3H)-dione FC1=CC=C(C=C1)[C@@H]1[C@H](C1)C=1C=2N(N=C(C1)C=1C(NC(NC1)=O)=O)C=CN2